1-isopropyl-3-morpholin-4-yl-5,6,7,8-tetrahydro-isoquinoline-4-carbonitrile C(C)(C)C1=NC(=C(C=2CCCCC12)C#N)N1CCOCC1